C(C(C)C)N1N=C2C(=N1)C(=CC=C2Br)Br 2-isobutyl-4,7-dibromobenzotriazol